4-(2-(4-chlorophenoxy)-4-methyl-5-nitrophenyl)-6-methyl-1,6-dihydro-7H-pyrrolo[2,3-C]pyridin-7-one ClC1=CC=C(OC2=C(C=C(C(=C2)C)[N+](=O)[O-])C=2C3=C(C(N(C2)C)=O)NC=C3)C=C1